ClC=1C(=NC(=NC1)N[C@H]1CN(CC1)C(=O)C=1OC(=CN1)NC(C=C)=O)OC (R)-N-(2-(3-((5-chloro-4-methoxypyrimidin-2-yl)amino)pyrrolidine-1-carbonyl)oxazol-5-yl)acrylamide